N(=[N+]=[N-])CC=1C=NC(=NC1)SC[Si](O[Si](C)(C)CCCC(=O)N([C@@H](C)C(=O)[O-])C)(C)C N-(4-(3-(((5-(azidomethyl)pyrimidin-2-yl)thio)methyl)-1,1,3,3-tetramethyldisiloxaneyl)butanoyl)-N-methyl-L-alaninate